2-(1-cyclopropyl-3-methyl-1H-pyrazole-4-carboxamido)propionic acid C1(CC1)N1N=C(C(=C1)C(=O)NC(C(=O)O)C)C